tert-butyl (9-fluoro-3,4-dihydro-1H-[1,4]oxazino[4,3-b]indazol-1-yl)methylcarbamate FC1=CC2=C3N(N=C2C=C1)CCOC3CNC(OC(C)(C)C)=O